COC(C1=CC(=C(C=C1)NC=1C=NC=2NC(CCC2C1)=O)N)=O 3-amino-4-[(7-oxo-6,8-dihydro-5H-1,8-naphthyridin-3-yl)amino]Benzoic acid methyl ester